N-methyl-triethylammonium hydroxide [OH-].C[N+](CC)(CC)CC